(S)-N-(1-(4-Bromophenyl)-2,2,2-trifluoroethyl)-N-methylthiomorpholine-4-carboxamide 1,1-dioxide BrC1=CC=C(C=C1)[C@@H](C(F)(F)F)N(C(=O)N1CCS(CC1)(=O)=O)C